C(C)OC(=O)C=1N=C(SC1)N1CCN(CC1)C(C)C1=CC2=C(OCCO2)C=C1 2-(4-(1-(2,3-dihydrobenzo[b][1,4]dioxin-6-yl)ethyl)piperazin-1-yl)thiazole-4-carboxylic acid ethyl ester